N1(CCNCC1)C(C(=O)OC1=NC=C(C=N1)OC=1C=C(C=C(C1)CN1CCC(CC1)CNC(C)=O)C1=CC(=CC(=C1)Cl)Cl)C 5-((5-((4-(acetamidomethyl)piperidin-1-yl)methyl)-3',5'-dichloro-[1,1'-biphenyl]-3-yl)oxy)pyrimidin-2-yl (piperazin-1-yl)propanoate